C(C)ON1CN=CC(=C1)C(=O)O 1-ethoxypyrimidine-5-carboxylic acid